Methyl 2-amino-4-(6-(bis(4-methoxybenzyl)amino)-4-methyl-3-(trifluoromethyl)pyridin-2-yl)-3,6-difluoro-5-(3-hydroxypropyl)benzoate NC1=C(C(=O)OC)C(=C(C(=C1F)C1=NC(=CC(=C1C(F)(F)F)C)N(CC1=CC=C(C=C1)OC)CC1=CC=C(C=C1)OC)CCCO)F